CC1C=2N(CCN1)C(=NC2)C(F)(F)F 8-methyl-3-(trifluoromethyl)-5,6,7,8-tetrahydroimidazo[1,5-a]pyrazine